C(C)(C)(C)C1=C(C(=C(C(=C1[2H])[2H])N)[2H])[2H] 4-tert-butylphenyl-2,3,5,6-d4-amine